ClC=1C=C(C=CC1)C(C(OC(=O)N[C@H](C(=O)OC)CC1(CC1)CC)C1=CC=CC=C1)(F)F methyl (2S)-2-(((2-(3-chlorophenyl)-2,2-difluoro-1-phenyl ethoxy)carbonyl)amino)-3-(1-ethylcyclopropyl)propanoate